C(C)OC(=O)C=1C=NN(C1N)C1=NC(=C(C=C1)F)NC(=O)OC(C)(C)C 5-amino-1-(6-((tert-butoxycarbonyl)amino)-5-fluoropyridin-2-yl)-1H-pyrazole-4-carboxylic acid ethyl ester